1,1-bis(2-thienyl)prop-2-yn-1-ol S1C(=CC=C1)C(C#C)(O)C=1SC=CC1